3-amino-6,8-difluoro-2,3-dihydrobenzo[b][1,4]oxazepin-4(5H)-one NC1C(NC2=C(OC1)C=C(C=C2F)F)=O